1-eicosyl-2-(9Z-octadecenoyl)-glycero-3-phosphoserine CCCCCCCCCCCCCCCCCCCCOC[C@H](COP(=O)(O)OC[C@@H](C(=O)O)N)OC(=O)CCCCCCC/C=C\CCCCCCCC